C1(CC1)CS(=O)(=O)[C@@H]1C[C@H](N(CC1)CC1=C2C=CNC2=C(C=C1OC)C)C1=CC=C(C(=O)O)C=C1 4-[(2S,4S)-4-cyclopropylmethylsulfonyl-1-[(5-methoxy-7-methyl-1H-indol-4-yl)methyl]piperidin-2-yl]benzoic acid